(12AR)-9-bromo-8-methyl-6-oxo-3,4,12,12a-tetrahydro-6H-pyrazino[2,1-c][1,4]benzoxazepine-2(1H)-carboxylic acid tert-butyl ester C(C)(C)(C)OC(=O)N1C[C@@H]2COC3=C(C(N2CC1)=O)C=C(C(=C3)Br)C